3-((tert-butoxycarbonyl)amino)-5-(trifluoromethyl)benzene C(C)(C)(C)OC(=O)NC=1C=CC=C(C1)C(F)(F)F